F[C@@H]1[C@@H](C1)C(=O)NC1=CC=C2C(=N1)N(N=C2C=2C(=NC=CC2C)OC)COCC[Si](C)(C)C (1S,2S)-2-fluoro-N-[3-(2-methoxy-4-methylpyridin-3-yl)-1-[[2-(trimethylsilyl)ethoxy]methyl]pyrazolo[3,4-b]pyridin-6-yl]cyclopropane-1-carboxamide